2-(4-chloro-2-fluorophenyl)-4,4,5,5-tetramethyl-1,3,2-dioxaborolan ClC1=CC(=C(C=C1)B1OC(C(O1)(C)C)(C)C)F